tert-Butyl 4-[methyl-[2-[3-(trifluoromethyl)phenyl]acetyl]amino]piperidine-1-carboxylate CN(C1CCN(CC1)C(=O)OC(C)(C)C)C(CC1=CC(=CC=C1)C(F)(F)F)=O